CC1(CCN(CC1)C=1OC2=C(C=C(C=C2C(C1)=O)C)\C(\C)=N/[S@](=O)C(C)(C)C)C (NZ,R)-N-[1-[2-(4,4-dimethyl-1-piperidyl)-6-methyl-4-oxo-chromen-8-yl]ethylidene]-2-methyl-propane-2-sulfinamide